FC1=C(C(=CC=C1)F)C=1C=C(C2=C(N=CN(C2=O)CC2=CC=C(C=C2)OC)N1)NC1=NC=C(C=C1)N1CCC(CC1)O 7-(2,6-difluorophenyl)-5-((5-(4-hydroxypiperidin-1-yl)pyridin-2-yl)amino)-3-(4-methoxybenzyl)pyrido[2,3-d]Pyrimidine-4(3H)-one